ClCC1=NC(=NO1)C1CC(C1)(F)C1=CC=C(C=C1)Cl 5-(chloromethyl)-3-[3-(4-chlorophenyl)-3-fluoro-cyclobutyl]-1,2,4-oxadiazole